N1(CCCC1)C1CN(CC1)C1=CC(=C(S1)C(=O)NC=1C=C(C=2N(C1)C=C(N2)C)F)F 5-[[1,3'-bipyrrolidin]-1'-yl]-3-fluoro-N-[8-fluoro-2-methylimidazo[1,2-a]pyridin-6-yl]thiophene-2-carboxamide